N-(6-(2-azaspiro[5.5]undecan-2-yl)-2-(trifluoromethyl)pyrimidin-4-yl)-2-(methylsulfonyl)-2-azaspiro[3.3]heptan-6-amine C1N(CCCC12CCCCC2)C2=CC(=NC(=N2)C(F)(F)F)NC2CC1(CN(C1)S(=O)(=O)C)C2